ClC1(N(C(=CN1)CO)Cl)Cl trichloro-5-hydroxymethyl-imidazole